4-[(6-fluoro-2-pyridyl)sulfanyl]-6-[1-[(3S)-3-piperidyl]pyrazol-4-yl]pyrazolo[1,5-a]pyridine-3-carbonitrile FC1=CC=CC(=N1)SC=1C=2N(C=C(C1)C=1C=NN(C1)[C@@H]1CNCCC1)N=CC2C#N